C(C1=CC=CC=C1)OC1=[13C](C=CC(=C1)Br)OC 2-(benzyloxy)-4-bromo-1-methoxybenzene-13C